(R)-4-(2-hydroxy-propan-2-yl)-N'-((3,5,6,7-tetrahydro-2H-indeno[5,6-b]furan-8-yl)carbamoyl)thiazole-2-sulfonimidamide OC(C)(C)C=1N=C(SC1)[S@@](=O)(N)=NC(NC1=C2CCCC2=CC2=C1OCC2)=O